C(C(C)(C)C)(=O)OCOP(=O)(OCOC(C(C)C)=O)OC[C@H]1O[C@@]([C@@H]([C@@H]1OC(C(C)C)=O)O)(C#N)C1=CC=C2C(=NC=NN21)N (((((2R,3S,4R,5R)-5-(4-aminopyrrolo[2,1-f][1,2,4]triazin-7-yl)-5-cyano-4-hydroxy-3-(isobutyryloxy)tetrahydrofuran-2-yl)methoxy)((isobutyryloxy)methoxy) phosphoryl)oxy)methyl pivalate